4-(1,1-difluoroethyl)-N-methoxy-N-methylbicyclo[2.2.1]heptane-1-carboxamide FC(C)(F)C12CCC(CC1)(C2)C(=O)N(C)OC